C1N(CC12CCC2)CC2=C(C(=NC=C2)C=2C=C1CN(C(C1=CC2)=O)C2C(NC(CC2)=O)=O)F 3-(5-(4-((2-azaspiro[3.3]heptan-2-yl)methyl)-3-fluoropyridin-2-yl)-1-oxoisoindolin-2-yl)piperidine-2,6-dione